C1(=CC=CC=C1)OP(=O)([O-])[O-].[Na+].[Na+] disodium phenylphosphate